N1(CCC1)CC#CC1CN=C2N1C1=CC=C(C=C1C(N2C([2H])([2H])C=2C=NN(C2)C)=O)S(=O)(=O)NC2(CC2)C 1-[3-(azetidin-1-yl)prop-1-yn-1-yl]-N-(1-methylcyclopropyl)-4-[(1-methylpyrazol-4-yl)(2H2)methyl]-5-oxo-1H,2H-imidazo[1,2-a]quinazoline-7-sulfonamide